The molecule is a cyclic carotene obtained by dimerisation of all-trans-retinol. A strongly-coloured red-orange pigment abundant in plants and fruit and the most active and important provitamin A carotenoid. It has a role as a biological pigment, a provitamin A, a plant metabolite, a human metabolite, a mouse metabolite, a cofactor and an antioxidant. It is a cyclic carotene and a carotenoid beta-end group. CC1=C(C(CCC1)(C)C)/C=C/C(=C/C=C/C(=C/C=C/C=C(/C=C/C=C(/C=C/C2=C(CCCC2(C)C)C)\\C)\\C)/C)/C